C(#N)CC1(CN(C1)C1CCN(CC1)C(=O)NC1=CC=NN1CC)N1N=CC(=C1)C=1C2=C(N=CN1)NC=C2 4-{3-(cyanomethyl)-3-[4-(7H-pyrrolo[2,3-d]pyrimidin-4-yl)-1H-pyrazol-1-yl]azetidin-1-yl}-N-(1-ethyl-1H-pyrazol-5-yl)piperidine-1-carboxamide